CC1(C(CCCC1)=O)C 2,2-dimethylcyclohexanone